(2-(2-(3-fluorophenyl)pyrrolidin-1-yl)pyrimidine-5-carboxamido)propionic acid FC=1C=C(C=CC1)C1N(CCC1)C1=NC=C(C=N1)C(=O)NC(C(=O)O)C